6-Fluoro-2,3-dihydro-phthalazine-1,4-dione FC=1C=C2C(NNC(C2=CC1)=O)=O